C(C)(C)(C)OC(NC1CCC(CC1)OC1=C(C(=CC=C1)OC)C1=CC(=NN1)NC1=NC=C(N=C1)C#N)=O ((1r,4r)-4-(2-(3-((5-cyanopyrazin-2-yl)amino)-1H-pyrazol-5-yl)-3-methoxyphenoxy)cyclohexyl)carbamic acid tert-butyl ester